tert-butyl (12-(1-(2,6-dioxopiperidin-3-yl)-3-methyl-2-oxo-2,3-dihydro-1H-benzo[d]imidazole-4-yl)dodec-11-yn-1-yl)carbamate O=C1NC(CCC1N1C(N(C2=C1C=CC=C2C#CCCCCCCCCCCNC(OC(C)(C)C)=O)C)=O)=O